(20S)-20-formyl-pregna-4,6-dien-3-one C(=O)[C@@H](C)[C@H]1CC[C@H]2[C@@H]3C=CC4=CC(CC[C@]4(C)[C@H]3CC[C@]12C)=O